ClC=1C=CC2=C(CC(CC=3N2C(=NN3)[C@@H]3CC[C@H](CC3)OC3=NC=CC=C3)NC(OC(C)(C)C)=O)C1 tert-butyl {8-chloro-1-[trans-4-(pyridin-2-yloxy)cyclohexyl]-5,6-dihydro-4H-[1,2,4]triazolo[4,3-a][1]benzazepin-5-yl}carbamate